tert-butyl (2R,3S,4S)-4-[(tert-butoxycarbonyl)oxy]-2-[(4-methoxyphenyl)methyl]-3-[(methyl carbamoyl)oxy]pyrrolidine-1-carboxylate C(C)(C)(C)OC(=O)O[C@@H]1[C@H]([C@H](N(C1)C(=O)OC(C)(C)C)CC1=CC=C(C=C1)OC)OC(NC)=O